Methacryloyllysin C(C(=C)C)(=O)N[C@@H](CCCCN)C(=O)O